BrC1=C(C=CC(=N1)OC1CCC2(CN(C2)C(=O)OC(C)(C)C)CC1)C(F)F tert-butyl 7-((6-bromo-5-(difluoromethyl)pyridin-2-yl)oxy)-2-azaspiro[3.5]nonane-2-carboxylate